2-chloro-N-isobutyl-N-[3-[methyl-[[1-(2-trimethylsilylethoxymethyl)imidazol-4-yl]methyl]amino]phenyl]benzamide ClC1=C(C(=O)N(C2=CC(=CC=C2)N(CC=2N=CN(C2)COCC[Si](C)(C)C)C)CC(C)C)C=CC=C1